1,2,3-trimercaptomethylbenzene SCC1=C(C(=CC=C1)CS)CS